(R)-1-((1-(4-iodo-5-methyl-1-((2-(trimethylsilyl)ethoxy)methyl)-1H-pyrazol-3-yl)-2,2-dimethylpiperidin-4-yl)methyl)-4-(oxetan-3-yl)piperazine IC=1C(=NN(C1C)COCC[Si](C)(C)C)N1C(C[C@@H](CC1)CN1CCN(CC1)C1COC1)(C)C